N-[2-(4-aminopiperidin-1-yl)-6-(pyrrolidin-1-yl)pyrimidin-4-yl]-1-(propan-2-yl)-1H-pyrazolo[4,3-c]pyridin-6-amine NC1CCN(CC1)C1=NC(=CC(=N1)NC1=CC2=C(C=N1)C=NN2C(C)C)N2CCCC2